BrC(=C(Cl)C1=CC=C(C=C1)Cl)Br 1-(2,2-dibromo-1-chlorovinyl)-4-chlorobenzene